6-chloro-2-(methoxymethyl)imidazo[2,1-b][1,3,4]thiadiazole-5-carbaldehyde ClC=1N=C2SC(=NN2C1C=O)COC